methylol vinyl ketone C(=C)C(=O)CO